racemic-benzyl 3-(1,4-dimethyl-1H-benzo[d][1,2,3]triazol-5-yl)-3-(3-(((4-methoxybenzyl)oxy)methyl)-4-methylphenyl)-2-methylpropanoate CN1N=NC2=C1C=CC(=C2C)C(C(C(=O)OCC2=CC=CC=C2)C)C2=CC(=C(C=C2)C)COCC2=CC=C(C=C2)OC